4-Amino-1-(5-aminopyridin-3-yl)-2-oxo-7-(trifluoromethyl)-1,2-dihydroquinoline-3-carboxylic acid methyl ester COC(=O)C=1C(N(C2=CC(=CC=C2C1N)C(F)(F)F)C=1C=NC=C(C1)N)=O